(3-methyloxetan-3-yl)methyl (E)-2-cyano-3-(1-(3-(trifluoromethyl)benzyl)-1H-pyrrolo[2,3-b]pyridin-3-yl)acrylate C(#N)/C(/C(=O)OCC1(COC1)C)=C\C1=CN(C2=NC=CC=C21)CC2=CC(=CC=C2)C(F)(F)F